5-(difluoromethyl)-3-((1-((2,4-dimethyl-6-oxo-1,6-dihydropyrimidin-5-yl)-methyl)-6-oxo-4-(trifluoro-methyl)-1,6-dihydro-pyrimidin-5-yl)oxy)-2-methylbenzonitrile FC(C=1C=C(C(=C(C#N)C1)C)OC1=C(N=CN(C1=O)CC1=C(N=C(NC1=O)C)C)C(F)(F)F)F